ClC=1C=C2CCN(CC2=C(C1)[C@H]1N(CCC1)C(=O)OC(C)(C)C)C(=O)N1CCC(CC1)(F)F tert-butyl (S)-2-[6-chloro-2-(4,4-difluoropiperidine-1-carbonyl)-1,2,3,4-tetrahydroisoquinoline-8-yl]pyrrolidine-1-carboxylate